COCN(C1=NC(=NC(=N1)N(COC)COC)N(COC)COC)COC 2,4,6-tris[di(methoxymethyl)amino]-1,3,5-triazine